IC=1N(C2=CC=CC(=C2C1C)NC1CCN(CC1)CC(COC)O)CC(F)(F)F 1-(4-((2-iodo-3-methyl-1-(2,2,2-trifluoroethyl)-1H-indol-4-yl)amino)piperidin-1-yl)-3-methoxypropan-2-ol